N-[(1S)-1-(4-cyclopropanesulfonamido-3-fluoropyridin-2-yl)-2-methoxyethyl]-5-(6-ethoxypyrazin-2-yl)-1,3-thiazole-2-carboxamide C1(CC1)S(=O)(=O)NC1=C(C(=NC=C1)[C@@H](COC)NC(=O)C=1SC(=CN1)C1=NC(=CN=C1)OCC)F